(2S)-4,4-dimethyl-2-[(6-phenoxypyridin-3-yl)formamido]pentanoic acid CC(C[C@@H](C(=O)O)NC(=O)C=1C=NC(=CC1)OC1=CC=CC=C1)(C)C